FC=1C=C(OC2=CC=C(C=C2)NC(OCC=2C(=C3C(N(CC3=CC2)C2C(NC(CC2)=O)=O)=O)OC)=O)C=C(C1F)F [2-(2,6-dioxopiperidin-3-yl)-4-methoxy-3-oxo-2,3-dihydro-1H-isoindol-5-yl]methyl N-[4-(3,4,5-trifluorophenoxy)phenyl]carbamate